N1(CCC1)C=1C=C(C(=C(N)C1)OC)C1=NN(C=N1)C 5-(azetidin-1-yl)-2-methoxy-3-(1-methyl-1H-1,2,4-triazol-3-yl)aniline